5-methyl-N4-(2-oxo-2,3-dihydro-1,3-benzoxazol-5-yl)-2,4-pyrimidinediamine CC=1C(=NC(=NC1)N)NC=1C=CC2=C(NC(O2)=O)C1